2,2,2-Trifluoro-1-phenylethanone FC(C(=O)C1=CC=CC=C1)(F)F